2-(4-methyl-3-pentenyl)-6-chloro-9-methacryloyloxy-10-acetoxy-1,4-dihydro-1,4-methanoanthracene CC(=CCCC=1C2C3=C(C4=CC=C(C=C4C(=C3C(C1)C2)OC(C)=O)Cl)OC(C(=C)C)=O)C